methyl-2-(2H-benzotriazol-2-yl)-4,6-di-tert-amylphenol CC=1C(=C(C(=CC1C(C)(C)CC)C(C)(C)CC)O)N1N=C2C(=N1)C=CC=C2